9,10-bis(4,4,5,5-tetramethyl-1,3,2-dioxaborolanyl)-2-phenylanthracene CC1(OB(OC1(C)C)C=1C2=CC=CC=C2C(=C2C=CC(=CC12)C1=CC=CC=C1)B1OC(C(O1)(C)C)(C)C)C